ClC=1N=C(C2=C(N1)C(=C(N=C2)C2=CC(=CC1=CC=C(C(=C21)CC)F)OCOC)F)C2=NN=C1N2CCCNC1 (2-chloro-7-(8-ethyl-7-fluoro-3-(methoxymethoxy)naphthalen-1-yl)-8-fluoropyrido[4,3-d]pyrimidin-4-yl)-6,7,8,9-tetrahydro-5H-[1,2,4]triazolo[4,3-a][1,4]diazepine